(S)-7-(1-amino-1,3-dihydro-spiro[indene-2,4'-piperidin]-1'-yl)-3-(2,3-dichlorophenyl)pteridine-2,4(1H,3H)-dione N[C@@H]1C2=CC=CC=C2CC12CCN(CC2)C2=CN=C1C(N(C(NC1=N2)=O)C2=C(C(=CC=C2)Cl)Cl)=O